3-methyl-1-[2-oxo-2-(piperazin-1-yl)ethyl]-2,5-dihydro-1H-pyrrole-2,5-dione hydrochloride Cl.CC=1C(N(C(C1)=O)CC(N1CCNCC1)=O)=O